ClC=1C(=CC2=C(N(C=N2)C)C1)C=1C=C(N)C=CC1 3-(6-chloro-1-methyl-1H-benzo[d]imidazol-5-yl)aniline